2-((5-methyl-5-(4-methylpentyl)tetrahydrofuran-2-yl)oxy)ethane-1-ol CC1(CCC(O1)OCCO)CCCC(C)C